FC(CCCCCCCCCCC)(F)F 1,1,1-trifluorododecane